2-((2-oxo-1,3-dioxolan-4-yl)methoxy)ethyl acrylate C(C=C)(=O)OCCOCC1OC(OC1)=O